ClC1=CC=CC=2C3=CC=CC=C3C(C12)(C)C 1-chloro-9,9-dimethylfluorene